tert-butyl (1R,2S,3S,5S)-2-fluoro-3-((5-(2-(methoxymethoxy)-4-(1H-pyrazol-4-yl) phenyl) pyrazin-2-yl) (methyl) amino)-8-azabicyclo[3.2.1]octane-8-carboxylate F[C@@H]1[C@H]2CC[C@@H](C[C@@H]1N(C)C1=NC=C(N=C1)C1=C(C=C(C=C1)C=1C=NNC1)OCOC)N2C(=O)OC(C)(C)C